ClC1=C2CCN([C@@H](C2=C(C=C1)OCC=1N=NN(C1C(F)F)C)CN1[C@@H](CCC1=O)C)C(=O)OC(C)(C)C tert-butyl (S)-5-chloro-8-((5-(difluoromethyl)-1-methyl-1H-1,2,3-triazol-4-yl)methoxy)-1-(((R)-2-methyl-5-oxopyrrolidin-1-yl)methyl)-3,4-dihydroisoquinoline-2(1H)-carboxylate